3-fluoro-2-vinyl-phenol FC=1C(=C(C=CC1)O)C=C